FC1(CC(C1)CNC(=O)NCC1=CC(=NC=C1)OC(F)F)F 1-[(3,3-difluoro-cyclobutyl)methyl]-3-[[2-(difluoro-methoxy)pyridin-4-yl]methyl]urea